C(C=C)OCCN(C)C 2-(allyloxy)-N,N-dimethylethylamine